FC1=CC(=CC=2NC(=NC21)C2=CC(=CN2)C(=O)C2=C(C=CC=C2)C(F)(F)F)N2C[C@@H](CCC2)CNC (S)-(5-(4-fluoro-6-(3-((methylamino)methyl)piperidin-1-yl)-1H-benzo[d]imidazol-2-yl)-1H-pyrrol-3-yl)(2-(trifluoromethyl)phenyl)methanone